C(C)OC1(CCCCC1)OOC(C)(C)C 1-ethoxy-1-t-butylperoxy-cyclohexane